N=1N(N=C2C1C=CC=C2)C=2C(=C(C=C(C2)C(C)(CC(C)(C)C)C)CNC(C(=C)C)=O)O lg-N-[[3-(benzotriazol-2-yl)-2-hydroxy-5-(2,4,4-trimethylpentan-2-yl)phenyl]methyl]-2-methylprop-2-enamide